O1C(CCCC1)O[C@@H]1CN(CCC1)C1=NC=2N(C=C1)N=CC2 5-((3S)-3-((tetrahydro-2H-pyran-2-yl)oxy)piperidin-1-yl)pyrazolo[1,5-a]pyrimidine